C(C1=CC=CC=C1)C1CN(CCO1)C(=O)C=1C=C(C=CC1F)C1=CC(=C2C(=NC=NN21)N)C(F)(F)F 7-[3-(2-benzylmorpholine-4-carbonyl)-4-fluorophenyl]-5-(trifluoromethyl)pyrrolo[2,1-f][1,2,4]triazin-4-amine